tert-butyl 3-(3-(3-amino-5-fluoro-4-methylphenyl)-1,2,4-oxadiazol-5-yl)azetidine-1-carboxylate NC=1C=C(C=C(C1C)F)C1=NOC(=N1)C1CN(C1)C(=O)OC(C)(C)C